cyclopropyl-1H-pyrazole-4-sulfonamide C1(CC1)N1N=CC(=C1)S(=O)(=O)N